2-[2-chloro-4-(trifluoromethyl)phenyl]-4,4,5,5-tetramethyl-1,3,2-dioxaborolane ClC1=C(C=CC(=C1)C(F)(F)F)B1OC(C(O1)(C)C)(C)C